tert-butyl (S)-4-((1r,4S)-4-(5-(3-cyanopyrrolo[1,2-b]pyridazine-7-carboxamido)-6-(2-hydroxypropan-2-yl)-2H-indazol-2-yl)cyclohexyl)-3-methylpiperazine-1-carboxylate C(#N)C1=CC=2N(N=C1)C(=CC2)C(=O)NC2=CC1=CN(N=C1C=C2C(C)(C)O)C2CCC(CC2)N2[C@H](CN(CC2)C(=O)OC(C)(C)C)C